C(C)(C)(C)OC(=O)NC1=C(C=CC=C1)NC(CCCCC(C(NC=1SC=C(N1)C1=CC=NC=C1)=O)NC(OC)=O)=O methyl (7-((2-((tert-butoxycarbonyl) amino)phenyl)amino)-1,7-dioxo-1-((4-(pyridin-4-yl)thiazol-2-yl)amino)heptan-2-yl)carbamate